ethyl 6-(1-methyl-1H-pyrazol-4-yl)pyrazolo[1,5-a]pyrazin-3-formate CN1N=CC(=C1)C=1N=CC=2N(C1)N=CC2C(=O)OCC